C1(=CC=CC=C1)NC(C(C(F)(F)F)C(F)(F)F)=O N1-phenyl-3,3,3-trifluoro-2-(trifluoromethyl)propanamide